Cl.Cl.Cl.C(C1=CN=CC=C1)(=O)O nicotinate trihydrochloride